tert-butyl N-[(1S)-1-(methoxymethyl)-3-oxo-3-[4-[5-(trifluoromethyl)pyrimidin-2-yl]piperazin-1-yl]propyl]-N-methyl-carbamate COC[C@H](CC(N1CCN(CC1)C1=NC=C(C=N1)C(F)(F)F)=O)N(C(OC(C)(C)C)=O)C